N[Au] aminogold